spiro[6.3]decane C1CCCCCC12CCC2